COC1=C(C=CC(=C1)C=1C=NN(C1)C)NC=1N=CC2=C(N1)C(=NC=C2)C2=CC=CC=C2 N-(2-methoxy-4-(1-methyl-1H-pyrazol-4-yl)phenyl)-8-phenylpyrido[3,4-d]pyrimidin-2-amine